2,4,2',4'-biphenyltetracarboxylic acid C=1(C(=CC(=CC1)C(=O)O)C(=O)O)C=1C(=CC(=CC1)C(=O)O)C(=O)O